S(=O)(=O)(O)O.NC(S)=N isothiourea sulfate salt